C1(CC1)C(C)OC1=C(C=C(C=C1)NC(=O)C=1C=C(C=CC1F)C=1C=C(C(=NC1)C)C(=O)O)F 5-[3-[[4-(1-Cyclopropylethoxy)-3-fluoro-phenyl]carbamoyl]-4-fluoro-phenyl]-2-methyl-pyridine-3-carboxylic acid